2-(quinoline-3-yl)acetic acid N1=CC(=CC2=CC=CC=C12)CC(=O)O